1-buten-4-thiol C=CCCS